rac-(1S,2R,4R)-4-(5-(((benzyloxy)carbonyl) amino)-1-(tert-butyl)-1H-pyrazol-3-yl)-2-fluorocyclopentyl 4-nitrobenzoate [N+](=O)([O-])C1=CC=C(C(=O)O[C@@H]2[C@@H](C[C@@H](C2)C2=NN(C(=C2)NC(=O)OCC2=CC=CC=C2)C(C)(C)C)F)C=C1 |r|